methyl 2-((1-(3-fluoropropyl)azetidin-3-yl)methyl)thiazole-5-carboxylate FCCCN1CC(C1)CC=1SC(=CN1)C(=O)OC